I[C@H]1COCC1 (R)-3-iodotetrahydrofuran